(4aR,8aS)-6-[3-[5-(2,4-Dichlorophenyl)-1,3,4-oxadiazol-2-yl]azetidine-1-carbonyl]-4,4a,5,7,8,8a-hexahydropyrido[4,3-b][1,4]oxazin-3-one ClC1=C(C=CC(=C1)Cl)C1=NN=C(O1)C1CN(C1)C(=O)N1C[C@@H]2[C@@H](OCC(N2)=O)CC1